(E)-3-[4-Butoxy-3-(methoxymethoxy)phenyl]-1-(2-hydroxyphenyl)prop-2-en-1-one C(CCC)OC1=C(C=C(C=C1)/C=C/C(=O)C1=C(C=CC=C1)O)OCOC